C(C1=CC=CC=C1)N1C[C@@H](C[C@H]1CNC(=O)C=1NC2=CC(=CC=C2C1)C#CC1CC1)CNC(OC(C)(C)C)=O tert-butyl (((3S,5S)-1-benzyl-5-((6-(cyclopropylethynyl)-1H-indole-2-carboxamido)methyl)pyrrolidin-3-yl)methyl)carbamate